(E)-1-bromo-4-(3-Methoxybut-1-en-1-yl)benzene BrC1=CC=C(C=C1)\C=C\C(C)OC